C(N)(OC[C@@H](CCO)C)=O (R)-(4-hydroxy-2-methylbutyl) carbamate